F[B-](F)(F)F.FC(OC1=CC=CC=C1)(F)F 4-trifluoromethoxybenzene tetrafluoroborate